C(C)C=1N=C2N(C=C(C=C2C)N2CC(N(CC2)CC(=O)N2CC(C2)O)(C)C)C1N(C=1SC(=C(N1)C1=CC=C(C=C1)F)C#N)C 2-((2-ethyl-6-(4-(2-(3-hydroxyazetidin-1-yl)-2-oxoethyl)-3,3-dimethylpiperazin-1-yl)-8-methylimidazo[1,2-a]pyridin-3-yl)(methyl)amino)-4-(4-fluorophenyl)thiazole-5-carbonitrile